2-[bis(2-hydroxyethyl)amino]Acetic acid OCCN(CC(=O)O)CCO